ethyl (R)-2-(4-((5-(benzyloxy)pyridin-2-yl)oxy)phenoxy)propanoate C(C1=CC=CC=C1)OC=1C=CC(=NC1)OC1=CC=C(O[C@@H](C(=O)OCC)C)C=C1